FC1=CC2=CC(=CC=C2CC1)OC 2-fluoro-7-methoxy-3,4-dihydronaphthalen